BrC=1N=C(C=2N(C1)C=CN2)OC2=CC(=CC=C2)C(F)(F)F 6-bromo-8-(3-(trifluoromethyl)phenoxy)imidazo[1,2-a]pyrazine